BrC1=CC=C(C(=N1)C1(CC12CCNCC2)C(=O)O)F (6-bromo-3-fluoropyridin-2-yl)-6-azaspiro[2.5]octane-1-carboxylic acid